C(CCCC)C(C(=O)O)C.C(CC)(=O)OCCCCC pentyl propanoate (amyl propionate)